3-((4-chlorophenyl)ethynyl)-1H-pyrrole-2,4-dicarboxylic acid diethyl ester C(C)OC(=O)C=1NC=C(C1C#CC1=CC=C(C=C1)Cl)C(=O)OCC